C(N)(O[C@@H](CC(C)(C)C)CC(=O)NCC1=CC=CC2=CC=CC=C12)=O tert-butyl-(S)-(4-((naphthalen-1-ylmethyl) amino)-4-oxobutan-2-yl) carbamate